N-((1-(4-(1H-pyrazol-4-yl)phenyl)piperidin-4-yl)methyl)-6-hydroxyhexanamide N1N=CC(=C1)C1=CC=C(C=C1)N1CCC(CC1)CNC(CCCCCO)=O